4-((2S,4S)-2-(Aminomethyl)-5-chloro-2-phenyl-2,3-dihydrobenzofuran-4-yl)-5-fluoro-6-meth-oxynicotinamide NC[C@@]1(OC2=C(C1)C(=C(C=C2)Cl)C2=C(C(=NC=C2C(=O)N)OC)F)C2=CC=CC=C2